O1C=C(C=C1)CC(=O)O 2-(3-furyl)acetic acid